C(C(O)C)(=O)O.C(C(O)C)(=O)O.O[C@]12[C@@H](C[C@H]3[C@@H]4CC[C@H]([C@@H](CCCC(C)C)C)[C@]4(CC[C@@H]3[C@]2(CC[C@@H](C1)CC(=O)N)C)C)NCCC=1N=CNC1 5α-hydroxy-6β-[2-(1H-imidazol-4-yl)ethylamino]cholestan-3β-acetamide di-lactate